ClC1=C(C=C(C(=C1)F)N1C(N(C(=CC1=O)C(F)(F)F)C)=O)\C=N\O[C@@H](C(=O)OC)C methyl (2R)-2-[[(E)-([2-chloro-4-fluoro-5-[3-methyl-2,6-dioxo-4-(trifluoromethyl)-3,6-dihydropyrimidin-1(2H)-yl]phenyl]methylidene)amino]oxy]propanoate